Curcumin di-fluoride [F-].[F-].COC1=CC(=CC=C1O)\C=C\C(=O)CC(=O)\C=C\C1=CC=C(O)C(OC)=C1